C(C)(C)C1=CC=C2CC3(CCN(CC3)C(=O)C=3C=NC4=CC=C(C=C4C3)OC)OC(C2=C1)=O 7-isopropyl-1'-(6-methoxyquinoline-3-carbonyl)spiro[isochroman-3,4'-piperidin]-1-one